4-(8-Bromo-2-chloro-3-cyano-6-fluoroquinolin-4-yl)piperazine-1-carboxylic acid tert-butyl ester C(C)(C)(C)OC(=O)N1CCN(CC1)C1=C(C(=NC2=C(C=C(C=C12)F)Br)Cl)C#N